3-heptene CCC=CCCC